(2-methoxy-5-methyl-4-(4-methylpiperazin-1-yl)piperidin-1-yl)benzene COC1N(CC(C(C1)N1CCN(CC1)C)C)C1=CC=CC=C1